C1(CC1)C1=C(C=C(C(=C1)CN1CCN(CC1)C(=O)OC1=CC=C(C=C1)C(=O)OCC1=CC=CC=C1)OCC)C1=CC=C(C=C1)F 4-((benzyloxy)carbonyl)phenyl 4-((2-cyclopropyl-5-ethoxy-4'-fluoro-[1,1'-biphenyl]-4-yl)methyl)piperazine-1-carboxylate